4,4'-methylene-bis-(N,N-diglycidyl-aniline) C(C1=CC=C(N(CC2CO2)CC2CO2)C=C1)C1=CC=C(N(CC2CO2)CC2CO2)C=C1